SCCOCCOCCS 1,8-dimercapto-3,6-dioxaoctan